2,2-Bis[3-methyl-4-(4-aminophenoxy)phenyl]propane CC=1C=C(C=CC1OC1=CC=C(C=C1)N)C(C)(C)C1=CC(=C(C=C1)OC1=CC=C(C=C1)N)C